CC=1C=C(C=CC1)C1NC2=CC=CC=C2C(N1)=O 2-(3-methylphenyl)-2,3-dihydro-quinazolin-4(1H)-one